BrCCOC1=CC(=C(C=O)C=C1OC)[N+](=O)[O-] 4-(2-Bromoethoxy)-5-methoxy-2-nitrobenzaldehyde